C(C)[Si](N(C)C)(OC)OC N-[ethyl-(dimethoxy)silyl]-N-methyl-methylamine